N-(3-(1-(4-ethyl-1,4-diazepan-1-yl)-2,2,2-trifluoroethyl)phenyl)naphthalene-2-sulfonamide C(C)N1CCN(CCC1)C(C(F)(F)F)C=1C=C(C=CC1)NS(=O)(=O)C1=CC2=CC=CC=C2C=C1